(R)-tert-butyl 3-(benzo[c][1,2,5]oxadiazol-5-yloxy)-4-methylenepyrrolidine-1-carboxylate N=1ON=C2C1C=CC(=C2)O[C@H]2CN(CC2=C)C(=O)OC(C)(C)C